(2R,3S,5R)-5-(6-(4-(acetylthio)butanamido)-2-fluoro-9H-purin-9-yl)-2-ethynyl-2-(hydroxymethyl)tetrahydrofuran-3-yl 3-(2-acetoxy-4,6-dimethylphenyl)-3-methylbutanoate C(C)(=O)OC1=C(C(=CC(=C1)C)C)C(CC(=O)O[C@@H]1[C@](O[C@H](C1)N1C2=NC(=NC(=C2N=C1)NC(CCCSC(C)=O)=O)F)(CO)C#C)(C)C